N(=C=O)C1=C(C=CC(=C1)OC)OC 2-isocyanato-1,4-dimethoxybenzene